4-oxo-2-phenyl-4H-pyrano[2,3-b]pyridine-3-carboxylic acid O=C1C(=C(OC2=NC=CC=C21)C2=CC=CC=C2)C(=O)O